NC=1C(NC2=C3C(=C(C=C2C1C1=C2C=NNC2=C(C=C1)F)C=1C=NN(C1)C)C=CC=C3)=O 3-amino-4-(7-fluoro-1H-indazol-4-yl)-6-(1-methylpyrazol-4-yl)-1H-benzo[h]quinolin-2-one